9,10-dihydroxyhexadecenoic acid OC(CCCCCC=CC(=O)O)C(CCCCCC)O